C(C)N1C(=NN(C1=O)C=1C=C2C(=CN(C(C2=CC1F)=O)[C@@H]1[C@H](CCCC1)C)C(C)C)CO |o1:20,21| 6-(4-Ethyl-3-(hydroxymethyl)-5-oxo-4,5-dihydro-1H-1,2,4-triazol-1-yl)-7-fluoro-4-isopropyl-2-((1S*,2S*)-2-methylcyclohexyl)isoquinolin-1(2H)-one